COC1=CC2=C(NC(=N2)C2=C(C=3C(NC2=O)=CN(N3)C)N[C@H](COC)C3=NC=CC=N3)C=C1OC (S)-6-(5,6-dimethoxy-1H-benzo[d]imidazol-2-yl)-7-((2-methoxy-1-(pyrimidin-2-yl)ethyl)amino)-2-methyl-2H-pyrazolo[4,3-b]pyridin-5(4H)-one